prop-2-en-1-yl 4-(5-[(5-chlorothiophen-2-yl)methyl]amino-1-(2,2-dimethylpropanoyl)-1H-pyrazol-3-yl)azepane-1-carboxylate ClC1=CC=C(S1)CNC1=CC(=NN1C(C(C)(C)C)=O)C1CCN(CCC1)C(=O)OCC=C